1,3-Difluoropropan-2-yl (S)-5-oxopyrrolidine-2-carboxylate O=C1CC[C@H](N1)C(=O)OC(CF)CF